1-(4-(4,4-dimethyl-2,5-dioxo-3-((2-oxo-2,3-dihydro-1H-pyrrolo[2,3-b]pyridin-4-yl)methyl)imidazolidin-1-yl)phenyl)cyclopropane-1-carbonitrile CC1(N(C(N(C1=O)C1=CC=C(C=C1)C1(CC1)C#N)=O)CC1=C2C(=NC=C1)NC(C2)=O)C